C(C)OC(C(C)OC(C1=C(C=CC(=C1)OC1=C(C=C(C=C1)C(F)(F)F)Cl)[N+](=O)[O-])=O)=O 5-[2-chloro-4-(trifluoromethyl)phenoxy]-2-nitrobenzoic acid 2-ethoxy-1-methyl-2-oxoethyl ester